C(C)(C)(C)OC(=O)NC1CCN(CC1)C(CC1CN(CCO1)C(=O)OCC1=CC=CC=C1)=O benzyl 2-(2-(4-((tert-butoxycarbonyl)amino)piperidin-1-yl)-2-oxoethyl)morpholine-4-carboxylate